(E)-3-(2-(3,4-difluorophenyl)-5-fluoropyridin-4-yl)acrylaldehyde FC=1C=C(C=CC1F)C1=NC=C(C(=C1)/C=C/C=O)F